CC(CC(=O)N[C@H](C(=O)O)CCN(CCCCC1=NC=2NCCCC2C=C1)C[C@@H](CF)OC)(C)C (S)-2-(3,3-dimethylbutanamido)-4-(((S)-3-fluoro-2-methoxypropyl)(4-(5,6,7,8-tetrahydro-1,8-naphthyridin-2-yl)butyl)amino)butanoic acid